4-(diisopropylamino)cyclohexanone C(C)(C)N(C1CCC(CC1)=O)C(C)C